FC(N1CCSCC1)(F)F 4-trifluoromethylthiomorpholine